CC1=CC=C(C(=O)O[C@@H](C(=O)O)[C@H](C(=O)O)OC(C2=CC=C(C=C2)C)=O)C=C1 (2R,3R)-2,3-bis(4-methylbenzoyl)oxysuccinic acid